FC1=C(C(=CC2=CC=C(C=C12)C1CN(CC1)S(=O)(=O)C(C)C)O)N1CC(NS1(=O)=O)=O 5-{1-fluoro-3-hydroxy-7-[1-(propane-2-sulfonyl)pyrrolidin-3-yl]naphthalen-2-yl}-1λ6,2,5-thiadiazolidine-1,1,3-trione